C(C)OC(CC1=CC(=NC=C1)OC)=O 2-(2-methoxypyridin-4-yl)acetic acid ethyl ester